CC1=NOC(=C1C1=CC2=C(N(C(=N2)[C@@H]2CCC(N2C2=CC(=C(C=C2)OC)F)=O)[C@H]2CN(CC2)S(=O)(=O)C)C=C1)C (S)-5-(5-(3,5-dimethylisoxazol-4-yl)-1-((R)-1-(methylsulfonyl)pyrrolidin-3-yl)-1H-benzo[d]imidazol-2-yl)-1-(3-fluoro-4-methoxyphenyl)pyrrolidin-2-one